3'-O-methyl-5-methyl-uridine CO[C@H]1[C@H]([C@@H](O[C@@H]1CO)N1C(=O)NC(=O)C(=C1)C)O